OC(C(=O)O)C(C=CSC)O 2,3-dihydroxy-5-methylsulfanyl-4-pentenoic acid